C(C1=CC=CC=C1)OCC1CCC(CC1)C=1OC2=C(N1)C=C(C=C2)C(=O)OC Methyl 2-((1r,4r)-4-((benzyloxy)methyl)cyclohexyl)benzo[d]oxazole-5-carboxylate